(E)-1,1,1,3-tetrafluoropropene FC(\C=C\F)(F)F